N1CCN(CC2=C1C=CC=C2)C(=O)N tetrahydro-4H-benzo[e][1,4]Diazepine-4-carboxamide